hydroxy-p-phenylenediamine ONC1=CC=C(C=C1)N